FC(C(=O)N[C@@H]1C[C@H](NCC1)C)(OC1=CC=CC=C1)F 2,2-difluoro-N-((2r,4s)-2-methylpiperidin-4-yl)-2-phenoxyacetamide